SCC(=O)OCC(COC(CS)=O)(COC(CS)=O)COC(CS)=O Pentaerythritol tetrakis(2-mercaptoacetate)